(1R,2S,5S)-N-(benzo[d]thiazol-5-ylmethyl)-N-(bicyclo[4.1.0]heptan-3-yl)-3-((4-methoxyphenyl)sulfonyl)-3-azabicyclo[3.1.0]hexane-2-carboxamide S1C=NC2=C1C=CC(=C2)CN(C(=O)[C@@H]2[C@@H]1C[C@@H]1CN2S(=O)(=O)C2=CC=C(C=C2)OC)C2CC1CC1CC2